monoundecenyl-amine C(=CCCCCCCCCC)N